C(=O)(OC(C)(C)C)N[C@H](CC(=O)O)CC1=CC=C(C=C1)OCC1=CC=CC=C1 (S)-3-(Boc-amino)-4-(4-benzyloxyphenyl)butanoic acid